Cl.N1=CC=C(C2=CC=CC=C12)NCCC#CC=1SC=C(N1)C=NO 2-(4-(quinolin-4-ylamino)but-1-ynyl)thiazole-4-carbaldehyde oxime hydrochloride